5-(((6aR,8R)-6a-ethyl-2-(3-fluoro-2-hydroxyphenyl)-5,6,6a,7,8,9-hexahydropyrrolo[1',2':4,5]pyrazino[2,3-c]pyridazin-8-yl)oxy)-3-methylpyrazine-2-carbaldehyde C(C)[C@]12N(C=3C(=NN=C(C3)C3=C(C(=CC=C3)F)O)NC1)C[C@@H](C2)OC=2N=C(C(=NC2)C=O)C